3-acetyl-7-{[4-(2-dimethylaminophenyl)pyrimidin-2-yl]amino}-4-morpholinyl-2H-benzopyran-2-one C(C)(=O)C=1C(OC2=C(C1N1CCOCC1)C=CC(=C2)NC2=NC=CC(=N2)C2=C(C=CC=C2)N(C)C)=O